1-[3-(1-Hydroxyethyl)-6-[5-methoxy-6-[(6-methylpyridazin-3-yl)amino]benzimidazol-1-yl]-2-pyridyl]-5-methyl-pyrazole-3-carbonitrile OC(C)C=1C(=NC(=CC1)N1C=NC2=C1C=C(C(=C2)OC)NC=2N=NC(=CC2)C)N2N=C(C=C2C)C#N